COC1=NC=C(C=C1C(CC)NC1=C2N=CNC2=NC=N1)B1OC(C(O1)(C)C)(C)C N-(1-(2-methoxy-5-(4,4,5,5-tetramethyl-1,3,2-dioxaborolan-2-yl)pyridin-3-yl)propyl)-9H-purin-6-amine